Cl.N1(CCCCC1)C1=CC=C(C=C1)B(O)O 4-(PIPERIDINO)PHENYLBORONIC ACID HCL